[I-].C(CCCCC)OC=1C(=NSN1)C1=CCC[N+](C1)(C(C)OC(=O)OCCCCCCCCCCCCC)C 5-(4-(Hexyloxy)-1,2,5-thiadiazol-3-yl)-1-methyl-1-(1-(((tridecyloxy)carbonyl)oxy)ethyl)-1,2,3,6-tetrahydropyridin-1-ium iodide